tert-butyl (trans-3-((2-(trifluoromethyl)pyrimidin-5-yl)oxy)cyclobutyl)-carbamate FC(C1=NC=C(C=N1)O[C@@H]1C[C@H](C1)NC(OC(C)(C)C)=O)(F)F